N=1C=C(N2C1C=CC=C2)C(=O)N2CC1=C(CC2)C(=CS1)C(=O)NC1=CC(=NC=C1)C(F)(F)F 6-(Imidazo[1,2-a]pyridin-3-carbonyl)-N-(2-(trifluoromethyl)pyridin-4-yl)-4,5,6,7-tetrahydrothieno[2,3-c]pyridin-3-carboxamid